3-chloro-1-methylpyrazin-2(1H)-one ClC=1C(N(C=CN1)C)=O